4-[2-[2-bromo-4-chloro-6-(methoxymethoxy)phenyl]ethynyl]tetrahydropyran methyl-5-amino-3-(tetrahydrofuran-2-yl)-1H-pyrazole-1-carboxylate COC(=O)N1N=C(C=C1N)C1OCCC1.BrC1=C(C(=CC(=C1)Cl)OCOC)C#CC1CCOCC1